butyllithium telluride [Te-2].C(CCC)[Li]